N-(1,1-dioxo-2,3-dihydro-1λ6-benzothiophen-7-yl)-1-methyl-2-oxo-1,2-dihydropyridine-4-carboxamide O=S1(CCC2=C1C(=CC=C2)NC(=O)C2=CC(N(C=C2)C)=O)=O